CN1C2=C(OC[C@@H](C1=O)NC(C1=NC=CC(=C1)OC1=CC=CC=C1)=O)C=CC(=C2)C#CC2NCCC2 N-((3S)-5-Methyl-4-oxo-7-(pyrrolidin-2-ylethynyl)-2,3,4,5-tetrahydrobenzo[b][1,4]oxazepin-3-yl)-4-phenoxypicolinamid